6-acetyl-7,9-dihydroxy-8,9b-dimethyl-1,3-dioxo-3,9b-dihydrodibenzo[b,d]furan C(C)(=O)C1=C(C(=C(C=2C3(C(OC21)=CC(CC3=O)=O)C)O)C)O